10-(3-chloro-4-(pyridin-2-ylmethoxy)phenoxy)-3,4-dihydro-2H-[1,4]oxazino[2,3-f]quinazoline ClC=1C=C(OC2=NC=NC3=CC=C4C(=C23)OCCN4)C=CC1OCC1=NC=CC=C1